2-(4-cyclopropyl-6-methoxypyrimidin-5-yl)-8-({3-fluoro-4-[1-methyl-4-(trifluoromethyl)imidazol-2-yl]phenyl}methyl)pyrido[2,3-d]pyrimidin-7-one C1(CC1)C1=NC=NC(=C1C=1N=CC2=C(N1)N(C(C=C2)=O)CC2=CC(=C(C=C2)C=2N(C=C(N2)C(F)(F)F)C)F)OC